(S)-5-bromo-3,6-difluoro-N1-(oxetan-2-ylmethyl)benzene-1,2-diamine BrC1=CC(=C(C(=C1F)NC[C@H]1OCC1)N)F